4-(4-((tert-butyldimethylsilyl)oxy)butyl)-2-isopropylpyridin-3-amine [Si](C)(C)(C(C)(C)C)OCCCCC1=C(C(=NC=C1)C(C)C)N